BrC=1C(=CC(=C(C=O)C1)[N+](=O)[O-])SC 5-Bromo-4-methylsulfanyl-2-nitro-benzaldehyde